6,12-dihydroxyperylene OC=1C=CC2=CC=CC=3C=4C(=CC=C5C=CC=C(C1C23)C54)O